N-[(2S)-1-hydroxy-prop-2-yl]-3-oxo-2-(pyridin-3-yl)-6-[6-(trifluoromethyl)pyridin-3-yl]-2,3-dihydropyridazine-4-carboxamide OC[C@H](C)NC(=O)C=1C(N(N=C(C1)C=1C=NC(=CC1)C(F)(F)F)C=1C=NC=CC1)=O